2-chloro-5-cyano-N-(2-phenylpyridin-4-yl)benzamide ClC1=C(C(=O)NC2=CC(=NC=C2)C2=CC=CC=C2)C=C(C=C1)C#N